1-(4-((6-chlorobenzo[d][1,3]dioxol-5-yl)methyl)-3-oxo-3,4-dihydro-2H-benzo[b][1,4]oxazin-7-yl)-3-(1H-indol-6-yl)urea ClC=1C(=CC2=C(OCO2)C1)CN1C2=C(OCC1=O)C=C(C=C2)NC(=O)NC2=CC=C1C=CNC1=C2